NC1=C(C(=O)OC)C=CC(=N1)Br methyl 2-amino-6-bromonicotinate